C[C@@]12C(CC[C@H]1[C@@H]1CC=C3CC(CC[C@]3(C)[C@H]1CC2)O)O 5-androstene-3,17-diol